CC1=CC=C(CNC2=CC=CC=C2)O1 N-(5-methylfurfuryl)aniline